tert-butyl (R)-3-amino-3-methylpyrrolidine-1-carboxylate N[C@]1(CN(CC1)C(=O)OC(C)(C)C)C